FC(C(=O)N1CCC(CC1)C(=O)O)(C1=C(C=CC(=C1)C(NC1=CC(=C(C=C1)F)C)=O)F)F 1-(2,2-difluoro-2-(2-fluoro-5-((4-fluoro-3-methylphenyl)carbamoyl)phenyl)acetyl)piperidine-4-carboxylic acid